2-methylpropane-1-thiol CC(CS)C